COCCN1CCN(CC1)CC1=CC(=NC=C1)NC=1SC2=C(N1)C=CC(=C2)C2=CC=NC=C2 N-(4-((4-(2-methoxyethyl)piperazin-1-yl)methyl)pyridin-2-yl)-6-(pyridin-4-yl)benzo[d]thiazol-2-amine